C(C)(C)(C)OC(=O)N(C(CC)C1=C(C=CC(=C1)F)NC1=C(C(=O)OC)C=C(C(=C1)C(F)(F)F)F)CCC1=NC(=CC=C1[N+](=O)[O-])OC Methyl 2-((2-(1-((tert-butoxycarbonyl)(2-(6-methoxy-3-nitropyridin-2-yl)ethyl)-amino)propyl)-4-fluorophenyl)amino)-5-fluoro-4-(trifluoromethyl)benzoate